C(=O)(O)C(CC1=CC=CC=2NN=NC21)CC(=O)O 2,3-dicarboxypropylbenzotriazole